rac-(1r,2r,4s,5r,6s)-6-hydroxy-4-(1-methyl-3-(trifluoromethyl)-1H-pyrazol-4-yl)-N-(4-morpholinyl-3-(trifluoromethyl)phenyl)-8-oxatricyclo[3.2.1.02,4]octane-2-carboxamide O[C@@H]1[C@H]2[C@@]3(C[C@@]3([C@@H](C1)O2)C(=O)NC2=CC(=C(C=C2)N2CCOCC2)C(F)(F)F)C=2C(=NN(C2)C)C(F)(F)F |r|